NC1=NC=CC=C1C1=NC=2C(=NC=CC2)N1C1=CC=C(CNC(=O)C2=CC(=CC=3N=C(SC32)C#N)F)C=C1 N-(4-(2-(2-aminopyridin-3-yl)-3H-imidazo[4,5-b]pyridin-3-yl)benzyl)-2-cyano-5-fluorobenzo[d]thiazole-7-carboxamide